FC=1C=C2C(CCC(C2=CC1)O)(C)C 6-fluoro-4,4-dimethyl-1,2,3,4-tetrahydronaphthalen-1-ol